3-(benzyl-oxy)propanehydrazide C(C1=CC=CC=C1)OCCC(=O)NN